CC1(COC1)COCCC[Si](OCC)(OCC)OCC 3-(3-Methyl-3-oxetanylmethoxy)propyltriethoxysilane